ClC=1C=C(C=CC1)C=CC(C=CC1=CC(=CC=C1)Cl)=O 1,5-bis(3-chlorophenyl)pentan-1,4-dien-3-one